O1C=CC2=C1C=CC(=C2)CC(C)N 1-benzofuran-5-ylpropan-2-amine